FC=1C=C2C(=C(NC2=CC1)C1=CC=C(C#N)C=C1)C=1OC(=NN1)NC1C(NCC1)=O 4-(5-fluoro-3-{5-[(2-oxopyrrolidin-3-yl)amino]-1,3,4-oxadiazol-2-yl}-1H-indol-2-yl)benzonitrile